MAGNESIUM SERINAT N[C@@H](CO)C(=O)[O-].[Mg+2].N[C@@H](CO)C(=O)[O-]